O1C(CCCC1)OCCCCOC=1C=C(C=CC1)C#N 3-{[4-(3,4,5,6-tetrahydro-2H-pyran-2-yloxy)butyl]Oxy}benzene-1-carbonitrile